C[SiH](C)[Zr](C1=C(C=CC=2C3=CC=CC=C3CC12)C)C1=C(C=CC=2C3=CC=CC=C3CC12)C dimethylsilyl-bis(2-methylfluorenyl)zirconium